OC=1C=C2CCN(C(C2=CC1)C1=CC=C(OCCN2CCN(CC2)CCOCC(=O)O)C=C1)C1=CC=CC=C1 2-(2-(4-(2-(4-(6-hydroxy-2-phenyl-1,2,3,4-tetrahydroisoquinolin-1-yl)phenoxy)ethyl)piperazin-1-yl)ethoxy)acetic acid